4-[(E)-3-ethoxy-3-oxo-prop-1-enyl]Piperidine-1-carboxylic acid tert-butyl ester C(C)(C)(C)OC(=O)N1CCC(CC1)\C=C\C(=O)OCC